FC1=CC=C(C=C1)NCCC(C)=O 4-((4-fluorophenyl)amino)-2-butanone